(5-FORMYL-4-HYDROXY-6-OXO-3-PHENYLPYRIDAZIN-1(6H)-YL)ACETIC ACID C(=O)C1=C(C(=NN(C1=O)CC(=O)O)C1=CC=CC=C1)O